9-iodo-7-((4-methoxybenzyl)oxy)-6-methylnon-8-en-4-one IC=CC(C(CC(CCC)=O)C)OCC1=CC=C(C=C1)OC